dipentyl (Z)-but-2-enedicarboxylate C(\C=C/C)(C(=O)OCCCCC)C(=O)OCCCCC